2-[4-[5-Amino-4-cyano-1-(1-methoxy-2-methylpropan-2-yl)pyrazol-3-yl]phenyl]propanoic acid NC1=C(C(=NN1C(COC)(C)C)C1=CC=C(C=C1)C(C(=O)O)C)C#N